methyl 8-formyl-4,4-dimethyl-3,4-dihydro-2H-pyrano[3,2-b]pyridine-6-carboxylate C(=O)C1=C2C(=NC(=C1)C(=O)OC)C(CCO2)(C)C